NC1=NN2C(C=C(C=C2)C=2C=NC(=C(C(=O)NC(C)C3=C(C=CC(=C3)C(F)(F)F)F)C2)C)=N1 5-(2-amino-[1,2,4]triazolo[1,5-a]pyridin-7-yl)-N-(1-(2-fluoro-5-(trifluoromethyl)phenyl)ethyl)-2-methylnicotinamide